2-chloro-3-Nitro-6,7-dihydro-5H-cyclopenta[b]pyridine ClC1=C(C=C2C(=N1)CCC2)[N+](=O)[O-]